C(C1=CC=CC=C1)[C@@H](C(NCC(NCN1C(N(CCC1=O)C1=C(C=CC(=C1)I)OC)=O)=O)=O)NC(CNC(CNC(OC)=O)=O)=O methyl (S)-(7-benzyl-1-(3-(5-iodo-2-methoxyphenyl)-2,6-dioxotetrahydropyrimidine-1(2H)-yl)-3,6,9,12-tetraoxo-2,5,8,11-tetraazatridecan-13-yl)carbamate